C(#N)C1=CC=C(C=C1)NCC1=NC2=C(N1C)C=CC(=C2)C(=O)O 2-{[(4-cyanophenyl)amino]methyl}-1-(methyl)benzimidazole-5-formic acid